ClC=1C=C(C=CC1Cl)C=1N(C(=C(C(C1C(=O)OC)=O)C1=NC=CC=C1)C)CC methyl 2-(3,4-dichlorophenyl)-1-ethyl-6-methyl-4-oxo-5-(2-pyridyl)pyridine-3-carboxylate